O=C1N2C(COC3=C1C=NC=C3)CN(CC2)C(=O)[O-] 12-oxo-6a,7,9,10-tetrahydro-12H-pyrazino[2,1-c]Pyrido[3,4-f][1,4]Oxazepin-8(6H)-carboxylate